ClC=1C=CC2=C(NCN(S2(=O)=O)[C@H](C(=O)O)C(C)C2=C(C(=CC=C2F)C)C)C1 (2S)-2-(6-chloro-1,1-dioxido-3,4-dihydro-2H-benzo[e][1,2,4]thiadiazin-2-yl)-3-(6-fluoro-2,3-dimethylphenyl)butanoic acid